(S)-N-(6-amino-4,5,6,7-tetrahydrobenzo[d]thiazol-2-yl)-2'-chloro-5'-methoxy-6-methyl-[4,4'-bipyridine]-3-carboxamide hydrochloride Cl.N[C@@H]1CC2=C(N=C(S2)NC(=O)C=2C=NC(=CC2C2=CC(=NC=C2OC)Cl)C)CC1